2-(6-(dimethylamino)pyridin-3-yl)-5-(4-methoxybenzyl)-3-methyl-5,6-dihydropyrrolo[3,4-d]imidazol-4(3H)-one CN(C1=CC=C(C=N1)C=1N(C2=C(N1)CN(C2=O)CC2=CC=C(C=C2)OC)C)C